NC1C(CCCC1)N 1,2-bisaminocyclohexane